C1OC=2C=C(C[C@@H](N)C)C=CC2O1 (S)-3,4-methylenedioxyamphetamine